5-(8-((1R,2S)-[1,1'-bi(cyclopropane)]-2-yl)imidazo[1,2-b]pyridazin-6-yl)pyrimidin-2,4(1H,3H)-Dione [C@H]1([C@H](C1)C=1C=2N(N=C(C1)C=1C(NC(NC1)=O)=O)C=CN2)C2CC2